N1=C(C=C2N1C=CC=C2)CNC(C)C2=NC=CC=N2 N-(pyrazolo[1,5-a]pyridin-2-ylmethyl)-1-(pyrimidin-2-yl)ethylamine